N-[3-(5-chloro-1,3-benzoxazol-2-yl)-1-bicyclo[1.1.1]pentanyl]-5-[(methylsulfonimidoyl)methyl]furan-2-carboxamide ClC=1C=CC2=C(N=C(O2)C23CC(C2)(C3)NC(=O)C=3OC(=CC3)CS(=O)(=N)C)C1